(2r,3s)-3-(2-((5-bromoquinoxalin-6-yl)amino)-4,5-dihydro-1H-imidazole-1-carbonyl)-2-((1-methyl-1H-imidazol-5-yl)methyl)(9z,12z)-octadeca-9,12-dienoic acid pentyl ester C(CCCC)OC([C@@H]([C@H](CCCCC\C=C/C\C=C/CCCCC)C(=O)N1C(=NCC1)NC=1C(=C2N=CC=NC2=CC1)Br)CC1=CN=CN1C)=O